ClCC(=O)N[C@@H](CC1=CNC2=CC=CC=C12)C(=O)O chloroacetyl-tryptophan